The molecule is an amino pentasaccharide consisting of two units of beta-D-galactopyranosyl-(1->4)-N-acetamido-beta-D-glucosamine, attached by (1->3)- and (1->6)-linkages to a D-galactopyranose. It derives from a beta-D-GlcpNAc-(1->6)-[beta-D-Galp-(1->4)-beta-D-GlcpNAc-(1->3)]-D-Galp. CC(=O)N[C@@H]1[C@H]([C@@H]([C@H](O[C@H]1OC[C@@H]2[C@@H]([C@@H]([C@H](C(O2)O)O)O[C@H]3[C@@H]([C@H]([C@@H]([C@H](O3)CO)O[C@H]4[C@@H]([C@H]([C@H]([C@H](O4)CO)O)O)O)O)NC(=O)C)O)CO)O[C@H]5[C@@H]([C@H]([C@H]([C@H](O5)CO)O)O)O)O